C(=O)(O)CC[N+]1=NC=C(C=C1)C1=NC=CC=N1 1-(2-carboxyethyl)-4-(2-pyrimidinyl)-pyridazinium